(E)-5-(2-bromo-vinyl)arabinose Br/C=C/C([C@H]([C@H]([C@@H](C=O)O)O)O)O